C1(CC1)C1=NN2C(C=CC=C2C=O)=C1 2-Cyclopropylpyrazolo[1,5-a]pyridine-7-carbaldehyde